N1=CC=C(C=C1)C=1C=CC=2N(C1)C(=CN2)C2=NC(=NC=C2)N 4-(6-(pyridin-4-yl)imidazo[1,2-a]pyridin-3-yl)pyrimidin-2-amine